ClC1=NN2C(N=CC(=C2[C@H](C)OC)NC2=CC=C(C=C2)[C@H](C(F)(F)F)N(C(=O)C2CCC(CC2)C(=O)NC)C)=N1 (1r,4S)-N1-((S)-1-(4-((2-chloro-7-((S)-1-methoxyethyl)-[1,2,4]triazolo[1,5-a]pyrimidin-6-yl)amino)phenyl)-2,2,2-trifluoroethyl)-N1,N4-dimethylcyclohexane-1,4-dicarboxamide